3-((5,6-dichloro-1H-benzo[d]imidazol-2-yl)amino)-N-hydroxybenzamide ClC1=CC2=C(NC(=N2)NC=2C=C(C(=O)NO)C=CC2)C=C1Cl